C[Si](CCOCOCC=1C(=NC=CC1)N)(C)C (((2-(trimethylsilyl)ethoxy)methoxy)methyl)pyridin-2-amine